7-(2-amino-6-fluoro-5-(4-(4-isopropylpiperazin-1-yl)phenyl)pyridin-3-yl)-5-fluoroquinazolin-4(3H)-one NC1=NC(=C(C=C1C1=CC(=C2C(NC=NC2=C1)=O)F)C1=CC=C(C=C1)N1CCN(CC1)C(C)C)F